OC1=CC=C(CNC2=NC(=NC=C2C(=O)N)NC=2C=NN(C2)C)C=C1 4-((4-hydroxybenzyl)amino)-2-((1-methyl-1H-pyrazol-4-yl)amino)pyrimidin-5-carboxamide